1H-pyrazolo[3,4-b]pyridine-6-carbonitrile N1N=CC=2C1=NC(=CC2)C#N